FC=1C(=CC(NC1)=O)C#CCO 5-fluoro-4-(3-hydroxyprop-1-ynyl)-1H-pyridin-2-one